5-amino-8-(2,6-dimethyl-4-pyridinyl)-7-phenyl-2-(tetrahydropyran-3-ylmethyl)-[1,2,4]triazolo[4,3-c]pyrimidin-3-one NC1=NC(=C(C=2N1C(N(N2)CC2COCCC2)=O)C2=CC(=NC(=C2)C)C)C2=CC=CC=C2